C(C)(C)(C)N[C@H](CS)C(=O)O t-butyl-D-cysteine